COC(=O)C1CNCCC1O The molecule is a piperidinecarboxylate ester that is the methyl ester of 4-hydroxypiperidine-3-carboxylic acid. It has a role as a metabolite. It is a piperidinecarboxylate ester and a secondary alcohol.